ClC1=CC=C(C(=N1)C(=O)OC)N[C@H](C)C=1C=C(C=C2C(N(C(=NC12)C=1N=C(SC1C)C)C)=O)C methyl (R)-6-chloro-3-((1-(2-(2,5-dimethylthiazol-4-yl)-3,6-dimethyl-4-oxo-3,4-dihydroquinazolin-8-yl)ethyl)amino)picolinate